(S)-1-(5,6-difluoro-1λ2-benzo[d]imidazol-2-yl)ethan-1-amine FC1=CC2=C([N]C(=N2)[C@H](C)N)C=C1F